C1OCC12CN(C2)C(=O)C2=CC=C(C=C2)B2OC(C(O2)(C)C)(C)C (2-oxa-6-azaspiro[3.3]hept-6-yl)(4-(4,4,5,5-Tetramethyl-1,3,2-dioxaborolan-2-yl)phenyl)methanone